FC1=C(C=CC=C1)C=1NC=CN1 2-(2-fluorophenyl)-1H-imidazol